1,4-Bis(aminomethyl)cyclohexane di(dimethylhexyl)carbonate CC(CCCCC)(C)OC(OC(CCCCC)(C)C)=O.NCC1CCC(CC1)CN